(1R,3aS,6aR)-N-((S)-4-hydroxy-3-oxo-1-((S)-2-oxopyrrolidin-3-yl)butan-2-yl)-2-((R)-5-oxo-2-phenylpyrrolidine-2-carbonyl)octahydrocyclopenta[c]pyrrole-1-carboxamide OCC([C@H](C[C@H]1C(NCC1)=O)NC(=O)[C@@H]1N(C[C@@H]2[C@H]1CCC2)C(=O)[C@]2(NC(CC2)=O)C2=CC=CC=C2)=O